CC1=C(C(C2=C(CCC(CC2)CCN2CCOCC2)C1=O)=O)C 2,3-dimethyl-7-(2-morpholinoethyl)-6,7,8,9-tetrahydro-1H-benzo[7]annulene-1,4(5H)-dione